(S)-tert-butyl 3-methyl-6-(quinolin-6-yl)-3,4-dihydropyridine-1(2H)-carboxylate tert-Butyl-(3S)-3-methyl-6-(trifluoromethylsulfonyloxy)-3,4-dihydro-2H-pyridine-1-carboxylate C(C)(C)(C)OC(=O)N1C[C@H](CC=C1OS(=O)(=O)C(F)(F)F)C.C[C@@H]1CN(C(=CC1)C=1C=C2C=CC=NC2=CC1)C(=O)OC(C)(C)C